(1aR,5aR)-2-(2,4-Difluoro-phenyl)-1a,2,5,5a-tetrahydro-1H-2,3-diaza-cyclopropa[a]pentalene-4-carboxylic acid (1-pyridin-2-yl-cyclobutylmethyl)-amide N1=C(C=CC=C1)C1(CCC1)CNC(=O)C=1C=2C[C@@H]3[C@H](C2N(N1)C1=C(C=C(C=C1)F)F)C3